C1=CC=C(C=2SC3=C(C21)C=CC=C3)C=3C=C(C=CC3)C3=CC=C(C=C3)C3=NC2=C1C(=C4C(=C2N=C3)C=CC=C4)C=CC=C1 2-{4-[3-(dibenzothiophen-4-yl)phenyl]phenyl}dibenzo[f,h]quinoxaline